5-(1,2-dihydroxyethyl)-2-methyl-3-acetylfuran OC(CO)C1=CC(=C(O1)C)C(C)=O